methyl cis-3-((methylsulfonyl) amino)-2-(((trans-3-phenoxycyclobutyl) oxy)methyl)-piperidine-1-carboxylate CS(=O)(=O)N[C@@H]1[C@@H](N(CCC1)C(=O)OC)CO[C@@H]1C[C@H](C1)OC1=CC=CC=C1